N1(N=CC=C1)C=1C=CC=C(C1)O 5-(1H-pyrazol-1-yl)-phenol